C(N)(=N)C=1C=C(SC1)[C@@H](C)NC(=O)[C@H]1N(CC2(OCCO2)C1)C(CNC(=O)C=1C=CC=2SC3=CC=CC=C3OC2C1)=O (S)-N-((R)-1-(4-carbamimidoylthiophen-2-yl)ethyl)-7-((phenoxathiine-3-carbonyl)glycyl)-1,4-dioxa-7-azaspiro[4.4]nonane-8-carboxamide